(S)-1-(3-(difluoromethyl)-5-fluoropyridin-2-yl)-7'-(3,5-difluorophenyl)dihydro-1'H,3'H,5'H-spiro[piperidine-4,2'-pyrazolo[1,2-a]pyrazol]-1'-one FC(C=1C(=NC=C(C1)F)N1CCC2(CN3N([C@@H](CC3)C3=CC(=CC(=C3)F)F)C2=O)CC1)F